[Li].[Sn]=O tin oxide, lithium salt